2-methoxy-2-methyl-5-(prop-1-en-2-yl)cyclohexyl methyl carbonate C(OC1C(CCC(C1)C(=C)C)(C)OC)(OC)=O